FC(C(=O)[O-])(F)F.C[NH2+]C N,N-dimethylammonium trifluoroacetate